N-(4-chloro-2-fluoro-3-(7-(methylamino)-1,6-naphthyridin-3-yl)phenyl)-4-(2-cyanopropan-2-yl)picolinamide phenylhydrazinoformate C1(=CC=CC=C1)NNC(=O)O.ClC1=C(C(=C(C=C1)NC(C1=NC=CC(=C1)C(C)(C)C#N)=O)F)C=1C=NC2=CC(=NC=C2C1)NC